Tricarbonyldichloro-ruthenium (II) C(=O)=[Ru](Cl)(Cl)(=C=O)=C=O